ClC1=NC(=CC=C1)N1C[C@@H](CCC1)OC1=C(C=CC=C1)OCC (R)-2-chloro-6-(3-(2-ethoxyphenoxy)piperidin-1-yl)pyridine